(2-carboxyethyl)-phosphine C(=O)(O)CCP